C1(=CC=CC=C1)CC(C)N1CCC1 1-(1-phenylpropan-2-yl)azetidin